N-{[1,1'-biphenyl]-4-yl}-9,9-diphenyl-N-(4-(triphenylsilyl)phenyl)-9H-fluoren-2-amine C1(=CC=C(C=C1)N(C1=CC=2C(C3=CC=CC=C3C2C=C1)(C1=CC=CC=C1)C1=CC=CC=C1)C1=CC=C(C=C1)[Si](C1=CC=CC=C1)(C1=CC=CC=C1)C1=CC=CC=C1)C1=CC=CC=C1